NC1=CC=C(OC2=CC=C(C=C2)OC2=CC=C(C=C2)N)C=C1 1,4-bis(p-aminophenoxy)benzene